ClC=1C=C(C=CC1Cl)N1C(NC(NC1=O)=O)=O (3,4-dichlorophenyl)-1,3,5-triazin-2,4,6-trion